C1(=CC=CC=C1)[SiH2]CCCCCC phenylsilylhexane